BrC=1C(=CC(=C(C1)\C=N\C12COC(C1)(C2)COC)[N+](=O)[O-])OC2CCC2 (E)-1-(5-bromo-4-cyclobutoxy-2-nitrophenyl)-N-(1-(methoxymethyl)-2-oxabicyclo[2.1.1]hexan-4-yl)methanimine